C(C)[C@@H]1C[C@@H](CN1N1C=NC=2C1=C1C(=NC2)NC=C1)CC#N 2-((3R,5R)-5-ethyl-1-(imidazo[4,5-d]pyrrolo[2,3-b]pyridine-1(6H)-yl)pyrrolidin-3-yl)acetonitrile